C(C1=CC=CC=C1)OC1=CC=C(OC2CN(C2)CCCCCF)C=C1 3-(4-(benzyloxy)phenoxy)-1-(5-fluoropentyl)azetidine